(2-((3-cyanobenzyl)oxy)-6-methoxy-4-(((2-methyl-[1,1'-biphenyl]-3-yl)methyl)amino)benzyl)-D-serine C(#N)C=1C=C(COC2=C(CN[C@H](CO)C(=O)O)C(=CC(=C2)NCC=2C(=C(C=CC2)C2=CC=CC=C2)C)OC)C=CC1